potassium bis(4-bromophenyl) phosphate P(=O)(OC1=CC=C(C=C1)Br)(OC1=CC=C(C=C1)Br)[O-].[K+]